ClC1=C(C=C(C=C1)C1=NN(C(=N1)CC(=O)NCC1=C(C(=CC=C1)F)F)CC)F 2-[3-(4-Chloro-3-fluorophenyl)-1-ethyl-1H-1,2,4-triazol-5-yl]-N-[(2,3-difluorophenyl)methyl]acetamid